(2,6-dimethylmorpholino)-6-(naphthalen-1-yl)-1-(piperazin-1-yl)-5,6,7,8-tetrahydro-2,6-naphthyridine-4-carbonitrile hydrochloride Cl.CC1OC(CN(C1)C=1N=C(C=2CCN(CC2C1C#N)C1=CC=CC2=CC=CC=C12)N1CCNCC1)C